5,5',5'',5'''-(4-(2-(2,6-diphenylpyridin-4-yl)phenyl)pyridine-2,3,5,6-tetrayl)tetrakis(5H-pyrido[3,2-b]indole) C1(=CC=CC=C1)C1=NC(=CC(=C1)C1=C(C=CC=C1)C1=C(C(=NC(=C1N1C2=C(C=3C=CC=CC13)N=CC=C2)N2C1=C(C=3C=CC=CC23)N=CC=C1)N1C2=C(C=3C=CC=CC13)N=CC=C2)N2C1=C(C=3C=CC=CC23)N=CC=C1)C1=CC=CC=C1